NCC(=O)NC[C@@H](C(=O)OC)NC(=O)C=1C(=NOC1C)C (S)-methyl 3-(2-aminoacetamido)-2-(3,5-dimethylisoxazole-4-carboxamido)propanoate